7-nitro-3,4-dihydro-2H-1,4-benzoxazine-5-carbaldehyde [N+](=O)([O-])C=1C=C2C(NCCO2)=C(C1)C=O